CC1=CN=C(S1)C(=O)NN 5-methylthiazole-2-carbohydrazide